2-methylimidazolium CC=1NC=C[NH+]1